(R)-Bis(2-octyldecyl)-6,6'-((2-hydroxy-3-((2-hydroxyethyl)(methyl)amino)propyl)azanediyl)dihexanoate C(CCCCCCC)C(COC(CCCCCN(CCCCCC(=O)OCC(CCCCCCCC)CCCCCCCC)C[C@@H](CN(C)CCO)O)=O)CCCCCCCC